N1=CC=C(C=C1)CNC1=NC(=NC=C1C(=O)N)NC1=CC2=C(OCC(CN2)O)C=C1 4-((pyridin-4-ylmethyl)amino)-2-((3-hydroxy-2,3,4,5-tetrahydro-benzo[b][1,4]oxazepin-7-yl)amino)pyrimidine-5-carboxamide